ClC1=NC=2CN3[C@@H](CN(C[C@@H]3C2C=C1)C1=C2C=CC(=NC2=C(C=C1)C#N)[2H])C 5-[(2S,6R)-11-chloro-6-methyl-4,7,10-triazatricyclo[7.4.0.02,7]trideca-1(9),10,12-trien-4-yl]-2-deuterio-quinoline-8-carbonitrile